FC1(CN(C1)C(=O)C=1NC2=CC(=CC=C2C1)C1=NC=C(C(=N1)NC=1C=C2C=CNC(C2=CC1)=O)F)F 6-((2-(2-(3,3-difluoroazetidine-1-carbonyl)-1H-indol-6-yl)-5-fluoropyrimidin-4-yl)amino)isoquinolin-1(2H)-one